n-ethyl-1-(6-((1-(4-fluorophenyl)-4-methyl-1H-1,2,3-triazol-5-yl)methoxy)pyridazin-3-yl)azetidine-3-carboxamide C(C)NC(=O)C1CN(C1)C=1N=NC(=CC1)OCC1=C(N=NN1C1=CC=C(C=C1)F)C